N(N)C1=C(C=C2C(=N1)CC[C@@H]2C)C(=O)O (5S)-2-hydrazino-5-methyl-6,7-dihydro-5H-cyclopenta[b]pyridine-3-carboxylic acid